lactoyl-lactic acid C(C(O)C)(=O)C(C(=O)O)(O)C